C12CN(CC(CC1)N2)C=2C1=C(N=C(N2)OC[C@]23CCCN3C[C@@H](C2)F)SC(=N1)OC1=CC(=CC2=CC=C(C(=C12)C=C)F)O 4-{[7-(3,8-diazabicyclo[3.2.1]octan-3-yl)-5-{[(2R,7aS)-2-fluorotetrahydro-1H-pyrrolizin-7a(5H)-yl]methoxy}[1,3]thiazolo[5,4-d]pyrimidin-2-yl]oxy}-5-ethenyl-6-fluoronaphthalen-2-ol